ClCC(=C(Cl)Cl)Cl TetrachloropropaneN